2,4,6-triiodo-isophthaloyl dichloride IC1=C(C(=O)Cl)C(=CC(=C1C(=O)Cl)I)I